ClC1=C(C=C(C=C1)C1=CC=C(C=C1)C(CC(=O)O)C#CC)F 3-(4'-chloro-3'-fluoro-[1,1'-biphenyl]-4-yl)hex-4-ynoic acid